NC1=NNC2=NC=C(C=C21)C2=CC=C(CNC1=C(C(=O)N[C@H](C)C3=CC=C(C=C3)Br)C=C(C=N1)C(F)(F)F)C=C2 (R)-2-(4-(3-amino-1H-pyrazolo[3,4-b]pyridin-5-yl)benzylamino)-N-(1-(4-bromophenyl)ethyl)-5-(trifluoromethyl)nicotinamide